((2-(difluoromethoxy)pyridin-4-yl)methyl)carbamic acid 4-nitrophenyl ester [N+](=O)([O-])C1=CC=C(C=C1)OC(NCC1=CC(=NC=C1)OC(F)F)=O